binaphthyl-2,2'-diamine C=1(C(=CC=C2C=CC=CC12)N)C=1C(=CC=C2C=CC=CC12)N